[Cl-].ClC=1C(=C(C(CCN)(F)F)C=CC1)F chlorotrifluorotolueneethylamine chloride